COC1=CC=C(C=C1)C1=CC=NN(C1=O)C1CCN(CC1)C(=O)OC(C)(C)C tert-butyl 4-(5-(4-methoxyphenyl)-6-oxopyridazin-1(6H)-yl)piperidine-1-carboxylate